methyl 3-(3-(difluoromethoxy)phenyl)-1-isopropyl-1,4,6,7-tetrahydropyrano[4,3-c]pyrazole-6-carboxylate FC(OC=1C=C(C=CC1)C=1C2=C(N(N1)C(C)C)CC(OC2)C(=O)OC)F